NC(C(C)(C)C=1C=CC=2C(C3=C(N(C2N1)CC(=O)O)C(=C(C=C3)Cl)N(C)C)=O)=O 2-(2-(1-amino-2-methyl-1-oxoprop-2-yl)-8-chloro-9-(dimethylamino)-5-oxobenzo[b][1,8]naphthyridin-10(5H)-yl)acetic acid